C(C)(C)(C)C1N(CCC(C1)O)C(=O)OC(C)(C)C t-butyl-1-(t-butoxycarbonyl)-4-hydroxypiperidine